N1N=CC(=C1)CCNC1=NC(=NC(=C1C)C)C(=O)NC(CC1=CC(=CC=C1)F)(C)C 4-((2-(1H-pyrazol-4-yl)ethyl)amino)-N-(1-(3-fluorophenyl)-2-methylpropan-2-yl)-5,6-dimethylpyrimidine-2-carboxamide